[Cl-].[Cl-].[SiH3][Ti+2](C1(C(=C(C(=C1)C)C)C)C)NC(C)(C)C silyl(N-tert-butylamino)(tetramethylcyclopentadienyl)titanium dichloride